FC(=C[C@H]1N(C(OC1)(C)C)C(=O)OC(C)(C)C)F tert-butyl (R)-4-(2,2-difluorovinyl)-2,2-dimethyloxazolidine-3-carboxylate